1-(4-fluorophenylcarbamoyl)cyclopropanecarbonyl chloride FC1=CC=C(C=C1)NC(=O)C1(CC1)C(=O)Cl